Ethyl 5-chloro-4-(2-(hydroxymethyl)-6,7-dihydro-4H-pyrazolo[5,1-c][1,4]oxazin-3-yl)-1-(3-((3-((4-methoxybenzyl)thio)naphthalen-1-yl)oxy)propyl)-3-methyl-1H-indole-2-carboxylate ClC=1C(=C2C(=C(N(C2=CC1)CCCOC1=CC(=CC2=CC=CC=C12)SCC1=CC=C(C=C1)OC)C(=O)OCC)C)C=1C(=NN2C1COCC2)CO